COC1=CC=2C(=NC=3N=CC=CC3C2NC2=CC(=C(C=C2)O)CN2CCCC2)C=C1 4-((7-Methoxybenzo[b]-1,8-naphthyridin-5-yl)amino)-2-(pyrrolidin-1-ylmethyl)phenol